N-(2-oxo-2-(((R)-2'-oxo-1,1',2',3-tetrahydrospiro[indene-2,3'-pyrrolo[2,3-b]pyridin]-5-yl)amino)ethyl)-1-(2-((S)-pyrrolidin-3-yl)acetyl)piperidine-4-carboxamide O=C(CNC(=O)C1CCN(CC1)C(C[C@H]1CNCC1)=O)NC=1C=C2C[C@]3(C(NC4=NC=CC=C43)=O)CC2=CC1